4-(methylsulfanyl)-1H-Pyrazole CSC=1C=NNC1